C(C)(C)(C)OC(=O)N1CC(N(CC1)C=1C=C(C=CC1)C=1C(=C2C(=NC1)N(C=C2C#CC2=NC=CC=C2)C(=O)OC(C)(C)C)Cl)=O tert-butyl 5-(3-(4-(tert-butoxy carbonyl)-2-oxopiperazin-1-yl) phenyl)-4-chloro-3-(pyridin-2-ylethynyl)-1H-pyrrolo[2,3-b]pyridine-1-carboxylate